C1(CC1)C(=O)C1=CC(=C(COC2=CC=CC(=N2)C2=CC(=C(CC3=NC4=C(N3CC3(CC3)CF)C=CC=C4)C=C2)F)C=C1)F 2-(4-(6-((4-(cyclopropanecarbonyl)-2-fluorobenzyl)oxy)pyridin-2-yl)-2-fluorobenzyl)-1-((1-(fluoromethyl)cyclopropyl)methyl)-1H-benzo[d]imidazole